tert-butyl (4S)-4-carbamoyl-4-(4-{2-[(1S)-6-(3-methoxy-4-nitrobenzoyl)-6-azaspiro[2.5]octan-1-yl]ethynyl}-1-oxo-3H-isoindol-2-yl)butanoate C(N)(=O)[C@H](CCC(=O)OC(C)(C)C)N1C(C2=CC=CC(=C2C1)C#C[C@H]1CC12CCN(CC2)C(C2=CC(=C(C=C2)[N+](=O)[O-])OC)=O)=O